(3S)-5-chloro-7-({3-[8-ethyl-2-(piperidin-4-ylamino) quinazolin-6-yl]-2-fluorophenyl}sulfamoyl)-2,3-dihydro-1-benzofuran-3-yl acetate C(C)(=O)O[C@@H]1COC2=C1C=C(C=C2S(NC2=C(C(=CC=C2)C=2C=C1C=NC(=NC1=C(C2)CC)NC2CCNCC2)F)(=O)=O)Cl